1-(4-(Bromomethyl)-phenyl)ethanone BrCC1=CC=C(C=C1)C(C)=O